OC=1C(OC=CC1)=O 3-hydroxy-2-oxo-2H-pyran